N-((S)-2,6-dioxopiperidin-3-yl)pyrimidine-2-carboxamide O=C1NC(CC[C@@H]1NC(=O)C1=NC=CC=N1)=O